6-bromo-3,4-dihydro-1H-benzo[c][1,2,6]thiadiazine 2,2-dioxide BrC1=CC2=C(NS(NC2)(=O)=O)C=C1